tert-butyl-8-oxa-3,11-diazaspiro[5.6]dodecane C(C)(C)(C)C1CNCCC12COCCNC2